C(C1=CC=CC=C1)N(P(C1=CC=CC2=C1OC1=C2C=CC=C1)C1=CC=CC2=C1OC1=C2C=CC=C1)P(C1=CC=C(C=C1)[Si](CCCC)(CCCC)CCCC)C1=CC=C(C=C1)[Si](CCCC)(CCCC)CCCC N-benzyl-N-(bis(4-(tributylsilyl)phenyl)phosphaneyl)-1,1-bis(dibenzo[b,d]furan-4-yl)phosphanamine